FC(OC1=CC=C(C=C1)C1=CN=C2N1C=CN=C2NC2=CC(=C(C(=O)N1CCN(CC1)C(CCNC)=O)C=C2)C)F 1-[4-[4-[[3-[4-(difluoromethoxy)phenyl]imidazo[1,2-a]pyrazin-8-yl]amino]-2-methylbenzoyl]piperazin-1-yl]-3-(methylamino)propan-1-one